(R)-N-(5-((6-(3-(3'-fluoro-[1,1'-biphenyl]-3-yl)-isoxazolidin-2-yl)-pyrimidin-4-yl)-amino)-4-methoxy-2-(4-(4-(methyl-sulfonyl)piperazin-1-yl)piperidin-1-yl)-phenyl)acrylamide FC=1C=C(C=CC1)C1=CC(=CC=C1)[C@@H]1N(OCC1)C1=CC(=NC=N1)NC=1C(=CC(=C(C1)NC(C=C)=O)N1CCC(CC1)N1CCN(CC1)S(=O)(=O)C)OC